4-(2-(4-bromophenoxy)-5-nitrophenyl)-6-methyl-1,6-dihydro-7H-pyrrolo[2,3-C]pyridin-7-one BrC1=CC=C(OC2=C(C=C(C=C2)[N+](=O)[O-])C=2C3=C(C(N(C2)C)=O)NC=C3)C=C1